(S)-1-(5-Cyclopropyl-2-fluorophenyl)ethylamine hydrochloride Cl.C1(CC1)C=1C=CC(=C(C1)[C@H](C)N)F